FC(CN1C(=NC=2C(=NC=CC21)C2=CC(=C(C=C2)C(=O)N2C[C@H](CC2)OC)F)C(F)(F)F)F (4-(1-(2,2-difluoroethyl)-2-(trifluoromethyl)-1H-imidazo[4,5-c]pyridin-4-yl)-2-fluorophenyl)((3S)-3-methoxypyrrolidin-1-yl)methanone